(8S,11R,13S,14S,17S)-17-hydroxy-13-methyl-11-(4-(methylamino)phenyl)-17-(prop-1-ynyl)-6,7,8,11,12,13,14,15,16,17-decahydro-1H-cyclopenta[a]phenanthren-3(2H)-one O[C@]1(CC[C@H]2[C@@H]3CCC4=CC(CCC4=C3[C@H](C[C@]12C)C1=CC=C(C=C1)NC)=O)C#CC